(9R,13S)-13-{4-[5-chloro-2-(3-chlorophenyl)phenyl]-6-oxo-1,6-dihydropyrimidin-1-yl}-3,9-dimethyl-3,4,7,15-tetraazatricyclo[12.3.1.02,6]octadeca-1(18),2(6),4,14,16-pentaen-8-one ClC=1C=CC(=C(C1)C=1N=CN(C(C1)=O)[C@H]1CCC[C@H](C(NC=2C=NN(C2C=2C=CN=C1C2)C)=O)C)C2=CC(=CC=C2)Cl